2-amino-3-phenylpropyl (aminocarbonyl)ethylcarbamate NC(=O)CCNC(OCC(CC1=CC=CC=C1)N)=O